FC1=C(C=CC=C1F)NC(=O)[C@H]1C(N(C[C@@H]1C=1N(N=C(C1)C(F)(F)F)C)C)=O (3S,4R)-N-(2,3-difluorophenyl)-1-methyl-4-[2-methyl-5-(trifluoromethyl)pyrazol-3-yl]-2-oxo-pyrrolidine-3-carboxamide